O1CC(C1)C(=O)N1CC(OCC1)CN 4-(oxetan-3-yl)formyl-2-aminomethylmorpholine